C(N)(=N)C=1C=C(SC1)CNC(=O)[C@H]1N([C@H]2C[C@]2(C1)C)C(CNC(CCOC1=CC=CC=C1)=O)=O (1S,3S,5S)-N-((4-carbamimidoylthiophen-2-yl)methyl)-5-methyl-2-((3-phenoxy-propanoyl)glycyl)-2-azabicyclo[3.1.0]hexane-3-carboxamide